Cl.NC1C2(CN(C2)C(=O)NC2=NC(N(C=C2)C2=CC=C(C=C2)CCN2CCC(CCC2)N)=O)CC1 5-Amino-N-(1-(4-(2-(4-aminoazepan-1-yl)ethyl)phenyl)-2-oxo-1,2-dihydropyrimidin-4-yl)-2-azaspiro[3.3]heptane-2-carboxamide hydrochloride salt